C1=CC=CC=2C3=CC=CC=C3C(=CC12)B(O)O phenanthren-9-ylboronic acid